N-(1-methylcyclopropyl)-2,4-dioxo-3-((4,5,6,7-tetrahydrobenzo[d]thiazol-2-yl)methyl)-1,2,3,4-tetrahydrothieno[2,3-d]pyrimidine-6-sulfonamide CC1(CC1)NS(=O)(=O)C1=CC2=C(NC(N(C2=O)CC=2SC3=C(N2)CCCC3)=O)S1